N-(4-methyl-3,3'-bipyridin-6-yl)-4-(2-methyl-6,7-dihydropyrazolo[1,5-a]pyrimidin-4(5H)-yl)-4-oxobutanamide CC1=C(C=NC(=C1)NC(CCC(=O)N1C=2N(CCC1)N=C(C2)C)=O)C=2C=NC=CC2